C1(C=CC=C1)[Ti](C1=C(C(=CC=C1F)NC(=O)CC)F)(C1=C(C(=CC=C1F)NC(=O)CC)F)C1C=CC=C1 bis(cyclopentadienyl)bis[2,6-difluoro-3-(N-ethylcarbonylamino)phenyl]titanium